CC[C@H](C)[C@@H](C(=O)O)NC(=O)[C@H](CC1=CNC2=CC=CC=C21)N The molecule is a dipeptide obtained by formal condensation of the carboxy group of L-tryptophan with the amino group of L-isoleucine. It derives from a L-tryptophan and a L-isoleucine.